C(C)(C)(C)OC(NCC1=NC(=CC=C1F)NC)=O (3-Fluoro-6-(methylamino)pyridin-2-yl)methyl-carbamic acid tert-butyl ester